ClC1=NC=C(C=C1)C1(OCCO1)C 2-chloro-5-(2-methyl-1,3-dioxolan-2-yl)pyridine